C(CCCC)C1=CC=C(C=C1)C1=CC=CC=C1 4-Pentylbiphenyl